N-(tert-butyl)-1-(8-(6-methoxypyridazin-4-yl)-6H-isochromeno[4,3-c]pyridin-3-yl)pyrrolidin-3-amine C(C)(C)(C)NC1CN(CC1)C1=CC2=C(C=N1)C=1C=CC(=CC1CO2)C2=CN=NC(=C2)OC